NC=1NC(C(=C(N1)N)CC(=O)NC=1C=CC(=NC1C=C)C(=O)N[C@H](C(=O)O)CCC(=O)O)=O (2S)-2-({5-[2-(2,4-diamino-6-oxo-1,6-dihydropyrimidin-5-yl)acetamido]-6-ethenylpyridin-2-yl}formamido)pentanedioic acid